FC1(CN(CCC1O)C)F 3,3-difluoro-1-methyl-piperidin-4-ol